COC=1C=C(C(=O)O)C(=CC1OC)NCC1=CC=C(C=C1)C 3,4-dimethoxy-6-[(4-methylbenzyl)amino]benzoic acid